C(#N)[C@H](C[C@H]1C(NCC1)=O)NC([C@@H](NC(=O)OCC)CC(C)C)=O N-{(1S)-1-cyano-2-[(3S)-2-oxopyrrolidin-3-yl]ethyl}-N2-(ethoxycarbonyl)-L-leucinamide